2-pyrrolecarboxaldehyde thiosemicarbazone N1C(=CC=C1)C=NNC(=S)N